1-methyl-3-({[(3S,5S)-5-methyl-1-(pyridin-3-yl)piperidin-3-yl][(2-methylpyridin-4-yl)methyl]amino}methyl)-1,4-dihydroquinolin-4-one CN1C=C(C(C2=CC=CC=C12)=O)CN(CC1=CC(=NC=C1)C)[C@@H]1CN(C[C@H](C1)C)C=1C=NC=CC1